C(C)(C)(C)NS(=O)(=O)C1=CC(=CC=C1)CCCCOCCCCCCNC[C@@H](O)C1=CC(=C(C=C1)O)NC=O N-(tert-butyl)-3-(4-{[6-({(2S)-2-[3-(formylamino)-4-hydroxyphenyl]-2-hydroxyethyl}amino)-hexyl]oxy}butyl)-benzenesulfonamide